(4S)-N-[rac-(1S)-1-(4-methoxyphenyl)ethyl]-3,4-dihydro-2H-pyrano[3,2-b]pyridin-4-amine COC1=CC=C(C=C1)[C@H](C)N[C@H]1CCOC=2C1=NC=CC2 |&1:8|